N-benzyl-aniline C(C1=CC=CC=C1)NC1=CC=CC=C1